(trifluoromethyl)imidazo[1,2-c]Pyrimidin-5-amine FC(F)(F)C=1N=C2N(C(=NC=C2)N)C1